tert-butyl (1-(4-amino-5-(2,3-dichlorophenyl)pyrimidin-2-yl)-4-methylpiperidin-4-yl)carbamate NC1=NC(=NC=C1C1=C(C(=CC=C1)Cl)Cl)N1CCC(CC1)(C)NC(OC(C)(C)C)=O